6-(4-fluorotetrahydro-2H-pyran-4-yl)-3-methoxypyridine-2-sulfonamide FC1(CCOCC1)C1=CC=C(C(=N1)S(=O)(=O)N)OC